(S)-1-(2-ethyl-6-(1-methyl-5-((2-oxo-5-propylpyridin-1(2H)-yl) methyl)-1H-1,2,3-triazol-4-yl) pyridin-3-yl) butanoate C(CCC)(=O)OC=1C(=NC(=CC1)C=1N=NN(C1CN1C(C=CC(=C1)CCC)=O)C)CC